CN(C(N(C)C)=NC)CCCC tetramethyl-N'-butylguanidine